ClC1=CC=C(C=C1)C=1C=C(C(N(N1)C=1C=NC=CC1)=O)C(=O)NC[C@@H](C(F)(F)F)O 6-(4-chlorophenyl)-3-oxo-2-(pyridin-3-yl)-N-[(2S)-3,3,3-trifluoro-2-hydroxypropyl]-2,3-dihydropyridazine-4-carboxamide